N-(4-bromophenyl)pivalamide BrC1=CC=C(C=C1)NC(C(C)(C)C)=O